C1(CCCCC1)CN1[C@@H](CCC1)C1=NC(=NO1)CCCC1=CC=CC=C1 (S)-5-(1-(cyclohexylmethyl)pyrrolidin-2-yl)-3-(3-phenyl-propyl)-1,2,4-oxadiazole